ClC1=C(C=C(C=C1)CC(=O)N)C=1N(C2=NC=NC(=C2N1)OC1(CC1)C)CC1=NC=CC(=C1)C 2-(4-chloro-3-(6-(1-methylcyclopropoxy)-9-((4-methylpyridin-2-yl)methyl)-9H-purin-8-yl)phenyl)acetamide